3-fluoro-4-(piperazin-1-yl)phenolate FC=1C=C(C=CC1N1CCNCC1)[O-]